4-(3-hydroxypyrrolidin-3-yl)-1-methylpyridin OC1(CNCC1)C1=CCN(C=C1)C